[N+](=O)([O-])C1=NNC2=NC=CC=C21 3-nitro-1H-pyrazolo[3,4-b]pyridine